1-nonyl-glycerol C(CCCCCCCC)OCC(O)CO